C(C)(=O)OC[C@@H]1[C@H]([C@@H]([C@H]([C@@H](O1)O[C@H]1[C@@H](O[C@@H]([C@H]([C@@H]1O)O)COC(C)=O)C(CCCCCCC=CCCCCCCCC(=O)O)C)O)O)O 17-[2-O-(6-O-acetyl-beta-D-glucopyranosyl)-6-O-acetyl-beta-D-glucopyranosyl]-9-octadecenoic acid